N1(C=NC=C1)C=1C=C(C=CC1)[C@@H](C)NC1=NC(=NC2=CC(=C(C=C12)OC)OC)C N-{(1R)-1-[3-(1H-imidazol-1-yl)phenyl]ethyl}-6,7-dimethoxy-2-methylquinazolin-4-amine